N-[3-[[4-[[3-(2,3-difluoro-4-methoxyphenyl)imidazo[1,2-a]pyrazin-8-yl]amino]-2-ethylbenzoyl]amino]propyl]-2-iminoimidazolidine-4-carboxamide FC1=C(C=CC(=C1F)OC)C1=CN=C2N1C=CN=C2NC2=CC(=C(C(=O)NCCCNC(=O)C1NC(NC1)=N)C=C2)CC